(R)-N-[(1E)-1-[5-chloro-2-[(4-oxo-2-sulfanylidene-2,3,4,5-tetrahydro-1H-pyrrolo[3,2-d]pyrimidin-1-yl)methyl]phenyl]ethylidene]-2-methylpropane-2-sulfinamide ClC=1C=CC(=C(C1)\C(\C)=N\[S@](=O)C(C)(C)C)CN1C(NC(C2=C1C=CN2)=O)=S